C1(CC1)C=1N=NN(C1)[C@H](C(=O)N1[C@@H](C[C@H](C1)O)C(=O)NCC1=NOC2=C1CCCCC2)C(C)(C)C (2S,4R)-1-[(2S)-2-(4-cyclopropyltriazol-1-yl)-3,3-dimethyl-butanoyl]-4-hydroxy-N-(5,6,7,8-tetrahydro-4H-cyclohepta[d]isoxazol-3-ylmethyl)pyrrolidine-2-carboxamide